2-({6-[(1,3-benzothiazol-2-yl)amino]-5-methylpyridazin-3-yl}(methyl)amino)-5-[1-(2-methylpropyl)azetidin-3-yl]-1,3-thiazole-4-carboxylic acid S1C(=NC2=C1C=CC=C2)NC2=C(C=C(N=N2)N(C=2SC(=C(N2)C(=O)O)C2CN(C2)CC(C)C)C)C